FC1=CC=C(C=C1)C=1N=CN(C1)C(C)C 4-(4-fluorophenyl)-1-isopropyl-1H-imidazole